O=C1NC(CCC1N1C(N(C2=C1C=CC(=C2)N2CCC(CC2)OC2CC(C2)COC2CCN(CC2)C(=O)OC(C)(C)C)C)=O)=O tert-butyl 4-[[3-[[1-[1-(2,6-dioxo-3-piperidyl)-3-methyl-2-oxo-benzimidazol-5-yl]-4-piperidyl]oxy]cyclobutyl]methoxy]piperidine-1-carboxylate